1-(2-chloro-tridecyl)-4-nitrobenzene ClC(CC1=CC=C(C=C1)[N+](=O)[O-])CCCCCCCCCCC